4-(3-hydroxyphenyl)butyric acid OC=1C=C(C=CC1)CCCC(=O)O